FC=1C=C(C#N)C=C(C1C=1NC=C(N1)C(F)(F)F)F 3,5-difluoro-4-[4-(trifluoromethyl)-1H-imidazol-2-yl]benzonitrile